3-(4-(dimethylamino)-4-oxobut-2-enylsulfonylamino)-N-(4-(trifluoromethoxy)phenyl)piperidine-1-carboxamide CN(C(C=CCS(=O)(=O)NC1CN(CCC1)C(=O)NC1=CC=C(C=C1)OC(F)(F)F)=O)C